5-[4-(diethylcarbamoyl)phenyl]azepane-4-carboxylic acid C(C)N(C(=O)C1=CC=C(C=C1)C1C(CCNCC1)C(=O)O)CC